1-(3-((4-((4-([1,2,4]Triazolo[1,5-a]pyridin-7-yloxy)-3-methylphenyl)amino)-8,9-dihydrofuro[2,3-h]quinazolin-6-yl)oxy)-8-azabicyclo[3.2.1]octan-8-yl)prop-2-en-1-one N=1C=NN2C1C=C(C=C2)OC2=C(C=C(C=C2)NC2=NC=NC1=C3C(=C(C=C21)OC2CC1CCC(C2)N1C(C=C)=O)OCC3)C